3,5-di[(methoxy)oxy]-4-isopropylbenzyl alcohol COOC=1C=C(CO)C=C(C1C(C)C)OOC